cyanomethyl (S)-2-((tert-butoxycarbonyl)amino)-3-(4-(4-carbamoyl-1H-imidazol-1-yl)phenyl)propanoate C(C)(C)(C)OC(=O)N[C@H](C(=O)OCC#N)CC1=CC=C(C=C1)N1C=NC(=C1)C(N)=O